[6-(trifluoromethyl)-3-pyridyl]methanol FC(C1=CC=C(C=N1)CO)(F)F